C(C)(C)(C)OC(/C(=C/C=1OC=CC1)/NC1=NC=C(N=C1CC1=CC=CC=C1)C1=C(C(=CC=C1)[N+](=O)[O-])F)=O (Z)-2-((3-benzyl-5-(2-fluoro-3-nitrophenyl)pyrazin-2-yl)amino)-3-(furan-2-yl)acrylic acid tert-butyl ester